C(CCCCC(=O)ON1C(CCC1=O)=O)(=O)ON1C(CCC1=O)=O 1,6-bis(2,5-dioxo-1-pyrrolidinyl) adipate